[5-(2,1-Benzoxazol-3-ylamino)-1,3,4-thiadiazol-2-yl]acetic acid N=1OC(=C2C1C=CC=C2)NC2=NN=C(S2)CC(=O)O